NC1(CN(C1)C(=O)OC(C)(C)C)C1=CC=CC=C1 tertbutyl 3-amino-3-phenylazetidine-1-carboxylate